CSC=1C=CC=C2C=C(C=C(C12)O)O[Si](C(C)C)(C(C)C)C(C)C 8-(Methylthio)-3-{[tris(propan-2-yl)silyl]oxy}naphthalene-1-ol